FC(C(O)C1=CNC2=CC=C(C=C12)C1=CCN(CC1)C(=O)OC(C)(C)C)(F)F tert-butyl 4-(3-(2,2,2-trifluoro-1-hydroxyethyl)-1H-indol-5-yl)-5,6-dihydropyridine-1(2H)-carboxylate